tert-butyl 5-(5-chloro-1,8-dimethyl-2-oxo-pyrido[2,3-d]pyridazin-3-yl)-3,6-dihydro-2H-pyridine-1-carboxylate ClC1=C2C(=C(N=N1)C)N(C(C(=C2)C2=CCCN(C2)C(=O)OC(C)(C)C)=O)C